CN(C1=CC=C(C=C1)C(C=CN(C)C)=O)C 1-(4-(dimethylamino)phenyl)-3-(dimethylamino)prop-2-en-1-one